5-(7-((1S,2S)-2-(1-(2,2,2-trifluoroethyl)-1H-indazol-6-yl)cyclopropyl)pyrazolo[1,5-a]pyrimidin-5-yl)pyrimidine-2,4(1H,3H)-dione FC(CN1N=CC2=CC=C(C=C12)[C@@H]1[C@H](C1)C1=CC(=NC=2N1N=CC2)C=2C(NC(NC2)=O)=O)(F)F